C(C1=CC=CC=C1)N1C=C2N(C(NC(=C2C=C1C)N1CCN(CC1)C(=O)OC(C)(C)C)=O)C1=C(C=CC=C1)C(C)C 7-benzyl-4-(4-(tert-butoxycarbonyl)piperazin-1-yl)-1-(2-isopropylphenyl)-6-methyl-2-oxo-1,2-dihydropyrido[3,4-d]pyrimidine